C1(CC1)N1N=NC(=C1)C=1C(=CC(=C(C1)NC(=O)C=1C=NN2C1C=CC=C2)C)F N-[5-(1-Cyclopropyltriazol-4-yl)-4-fluoro-2-methylphenyl]pyrazolo[1,5-a]pyridine-3-carboxamide